ClC=1C=C(C=CC1C1=C(N=C(N1)C1=NC=C(C=C1)F)Cl)S(=O)(=O)CCC(=O)N 3-[3-Chloro-4-[4-chloro-2-(5-fluoro-2-pyridyl)-1H-imidazol-5-yl]phenyl]sulfonylpropanamide